(R)-2-oxo-3-phenylbutyric acid O=C(C(=O)O)[C@H](C)C1=CC=CC=C1